4-(1-hydroxy-4,7-dimethyl-1,4a,5,6,7,7a-hexahydro-cyclopenta[c]pyran-3-yl)-but-3-en-2-one OC1OC(=C(C2C1C(CC2)C)C)C=CC(C)=O